1-(2-(3-(4-methoxyphenyl)propoxy)-4-methoxyphenylethyl)-1H-imidazole COC1=CC=C(C=C1)CCCOC1=C(C=CC(=C1)OC)CCN1C=NC=C1